1-propargyl-pseudouridine triphosphate P(O)(=O)(OP(=O)(O)OP(=O)(O)O)OC[C@@H]1[C@H]([C@H]([C@@H](O1)C1=CN(C(=O)NC1=O)CC#C)O)O